NC=1N=C(SC1C(C1=CC=C(C=C1)OC(F)F)=O)N(C1=CC=C(C=C1)C(F)(F)F)[C@@H](C(=O)N)C (R)-2-[N-[4-Amino-5-[4-(difluoromethoxy)benzoyl]thiazol-2-yl]-4-(trifluoromethyl)anilino]propanamid